(R)-3-(5-(2-oxopyrrolidin-1-yl)pyridin-3-yl)-3-(5-(2-(5,6,7,8-tetrahydro-1,8-naphthyridin-2-yl)ethoxy)-1H-indazol-1-yl)propionic acid O=C1N(CCC1)C=1C=C(C=NC1)[C@@H](CC(=O)O)N1N=CC2=CC(=CC=C12)OCCC1=NC=2NCCCC2C=C1